FC1(CCCC=2C(=NC(=NC12)N1[C@H](CC1)C)C1=CC=C(C(=O)N)C=C1)F (S)-4-(8,8-difluoro-2-(2-methylazetidin-1-yl)-5,6,7,8-tetrahydroquinazolin-4-yl)benzamide